FC=1C(=NC(=NC1)NC1=CC=C(C=C1)N1CCN(CC1)C)NC1=CC=C(C(=O)NN)C=C1 4-((5-fluoro-2-((4-(4-methylpiperazin-1-yl)phenyl)amino)pyrimidin-4-yl)amino)benzoyl-hydrazine